C(C)C1CC2=C(C(=C(S2)NC(=O)C2=CC=NN2C)C(=O)NC2=C(C=CC=C2)C)CC1 N-(6-Ethyl-3-{[(2-methylphenyl)amino]carbonyl}-4,5,6,7-tetrahydro-1-benzothien-2-yl)-1-methyl-1H-pyrazol-5-carboxamid